3-(5-(1-((2-(trimethylsilyl)ethoxy)methyl)-1H-tetrazol-5-yl)pyridin-3-yl)phenyl (cyclohexylmethyl)carbamate C1(CCCCC1)CNC(OC1=CC(=CC=C1)C=1C=NC=C(C1)C1=NN=NN1COCC[Si](C)(C)C)=O